(S)-6-(1-methyl-1H-pyrazol-4-yl)-N-(2-methyl-5-(2-(pyrrolidin-2-yl)acetamido)pyridin-3-yl)pyrazolo[1,5-a]pyrazine-3-carboxamide CN1N=CC(=C1)C=1N=CC=2N(C1)N=CC2C(=O)NC=2C(=NC=C(C2)NC(C[C@H]2NCCC2)=O)C